CC1=CC=C(C=N1)N1C(NC2(CC2)C1=O)=O 6-(6-methylpyridin-3-yl)-4,6-diazaspiro[2.4]heptane-5,7-dione